NC1=C(C2=CC=CC=C2C=C1)C1=C(C=CC2=CC=CC=C12)N 2,2'-diamino-1,1'-binaphthalene